CC=1OC2=C(C1C(=O)O)C=C(C=C2)[C@H]2[C@@H](C2)C2=NC=CC=C2 2-methyl-5-(trans-2-(pyridin-2-yl)cyclopropyl)benzofuran-3-carboxylic acid